C(CC)OC(C(C)(C)C)=O 2,2-Dimethylpropanoic acid propyl ester